8-fluoroquinoline-2-carbonitrile FC=1C=CC=C2C=CC(=NC12)C#N